NC(C)CC(CC)N 2,4-diaminohexane